Cl.C(C1=CC=CC=C1)(C1=CC=CC=C1)NC(=O)C1C(C[C@H]2N1C([C@H](CC1=C2C=C(C=C1)OC)NC([C@H](C)NC)=O)=O)(C)C (6S,11bR)-N-benzhydryl-10-methoxy-2,2-dimethyl-6-((S)-2-(methylamino)propanamido)-5-oxo-2,3,5,6,7,11b-hexahydro-1H-benzo[c]pyrrolo[1,2-a]azepine-3-carboxamide hydrochloride